(2,5-dichloro-1,3-thiazol-4-yl)(difluoro)acetic acid ClC=1SC(=C(N1)C(C(=O)O)(F)F)Cl